tert-butyl 4-(5-bromopyrimidin-2-yl)-2-methyl-pyrazole-3-carboxylate BrC=1C=NC(=NC1)C1=C(N(N=C1)C)C(=O)OC(C)(C)C